N[C@H]1CN(CCC1)C(=O)C1=CC=2N(C=C1)C(=C(N2)C=2N(C1=CC(=CC=C1C2)F)CC2=CC(=CC=C2)OC)C (R)-(3-aminopiperidin-1-yl)(2-(6-fluoro-1-(3-methoxybenzyl)-1H-indol-2-yl)-3-methylimidazo[1,2-a]pyridin-7-yl)methanone